methyl 1-(oxan-4-yl)pyrrolo[2,3-b]pyridine-5-carboxylate O1CCC(CC1)N1C=CC=2C1=NC=C(C2)C(=O)OC